COC(=O)C=1C(=CC(=CC1)OCC(CCOCC1=CC=C(C=C1)OC)O)C(=O)OC 4-[2-hydroxy-4-[(4-methoxyphenyl)methoxy]butoxy]benzene-1,2-dicarboxylic acid dimethyl ester